ClC1=CC=C(C=C1)[C@H]1[C@@H](C1)N trans-2-(4-chlorophenyl)cyclopropan-1-amine